bis(n-octyl) isononyl trimellitate C(C=1C(C(=O)OCCCCCCC(C)C)=CC(C(=O)OCCCCCCCC)=CC1)(=O)OCCCCCCCC